[(1S)-1-[(2S,4R,5R)-5-(5-amino-2-oxo-thiazolo[4,5-d]pyrimidin-3-yl)-4-hydroxytetrahydrofuran-2-yl]propyl] acetate C(C)(=O)O[C@@H](CC)[C@H]1O[C@H]([C@@H](C1)O)N1C(SC2=C1N=C(N=C2)N)=O